C(C=CC=CC=CC=CC=CCCCCCCCCCCCC)(=O)O tricosapentaenoic acid